N1=CC=C(C=C1)C=1C=NNC1 4-(4-pyridinyl)-1H-pyrazole